ICC(=O)C Iodoacetyl-methane